N-(4-bromopyridin-2-yl)-3-(4,4-difluoropiperidin-1-yl)propanamide BrC1=CC(=NC=C1)NC(CCN1CCC(CC1)(F)F)=O